(R)-6-(4,4-difluorocyclohexyl)-N-(1,1-dioxido-2,3-dihydrothiophen-3-yl)-2-methoxynicotinamide FC1(CCC(CC1)C1=NC(=C(C(=O)N[C@H]2CS(C=C2)(=O)=O)C=C1)OC)F